C1(=CC=CC=C1)NC1=CC=C2C=CC(=CC2=C1)C(=O)N 7-(phenylamino)-2-naphthamide